N,N-dihexyl-2-benzoThiazolyl-sulphenamide C(CCCCC)N(SC=1SC2=C(N1)C=CC=C2)CCCCCC